2-fluoro-N-(4-((2-(2-fluorophenyl)pyridin-4-yl)amino)-7-(2-methoxyethoxy)quinazolin-6-yl)acrylamide FC(C(=O)NC=1C=C2C(=NC=NC2=CC1OCCOC)NC1=CC(=NC=C1)C1=C(C=CC=C1)F)=C